N-ethyl-2,2,2-trifluoro-N-[(2S)-2-hydroxypropyl]acetamide C(C)N(C(C(F)(F)F)=O)C[C@H](C)O